N-(4-(2-isopropoxypropan-2-yl)thiazol-2-yl)-1-(quinolin-4-ylmethyl)-1H-pyrrole-2-carboxamide C(C)(C)OC(C)(C)C=1N=C(SC1)NC(=O)C=1N(C=CC1)CC1=CC=NC2=CC=CC=C12